6-(((1R,3r,5S)-9-methyl-9-azabicyclo[3.3.1]nonan-3-yl)oxy)-N-(5-((R)-tetrahydrofuran-3-yl)-1H-pyrazol-3-yl)pyrazin-2-amine CN1[C@H]2CC(C[C@@H]1CCC2)OC2=CN=CC(=N2)NC2=NNC(=C2)[C@@H]2COCC2